C(C)(C)(C)C1CC=2C3=C(C(=NC2C=2NC(C(=CC12)C(=O)OC)=O)OC)C=CC=C3 methyl 12-(tert-butyl)-6-methoxy-3-oxo-3,4,11,12-tetrahydrobenzo[c][1,10]phenanthroline-2-carboxylate